1-(4-isopropoxypyridin-2-yl)-3,3-dimethyl-N-(4-methyl-1,1-dioxidotetrahydro-2H-thiopyran-4-yl)-2-oxoindoline-5-carboxamide C(C)(C)OC1=CC(=NC=C1)N1C(C(C2=CC(=CC=C12)C(=O)NC1(CCS(CC1)(=O)=O)C)(C)C)=O